COC=1C=CC(=C(C1)[C@H](C(C)(C)C)OCC=1C(=NC(N([C@H]2C[C@H](O)[C@@H](CO)O2)C1)=O)N)[N+](=O)[O-] 5-[(S)-1-(5-methoxy-2-nitrophenyl)-2,2-dimethyl-propyl-oxy]methyl-2'-deoxy-cytidine